(E)-4-(4-(3,5-difluoro-4-((6S,8R)-8-methyl-2-oxo-7-(2,2,2-trifluoroethyl)-2,3,6,7,8,9-hexahydrooxazolo[5,4-f]isoquinolin-6-yl)phenyl)piperazin-1-yl)-N,N-dimethylbut-2-enamide FC=1C=C(C=C(C1[C@H]1N([C@@H](CC2=C3C(=CC=C12)NC(O3)=O)C)CC(F)(F)F)F)N3CCN(CC3)C/C=C/C(=O)N(C)C